COC1=NC=CC(=C1)N1N=CC2=CC(=C(C=C12)C)C1C[C@@H]2[C@@H](CN(C2)C2CCC(CC2)S(=O)(=O)C)C1 (2-methoxypyridin-4-yl)-6-methyl-5-((3aR,5s,6aS)-2-(4-(methylsulfonyl)cyclohexyl)octahydrocyclopenta[c]pyrrol-5-yl)-1H-indazole